[Se].[Ni] Nickel-selenium